N-[(1S)-2-[[1-[1-[1-(cyclopropylmethyl)tetrazol-5-yl]-3,3-difluoro-propyl]pyrazol-4-yl]amino]-1-(4,4-difluorocyclohexyl)-2-oxo-ethyl]-4-methyl-1,2,5-oxadiazole-3-carboxamide C1(CC1)CN1N=NN=C1C(CC(F)F)N1N=CC(=C1)NC([C@H](C1CCC(CC1)(F)F)NC(=O)C1=NON=C1C)=O